3',6'-dihydroxy-spiro[isobenzofuran-1[3H],9'[9H]-xanthen]-3-one OC=1C=CC=2C3(C4=CC=C(C=C4OC2C1)O)OC(C1=CC=CC=C13)=O